4-(3,4-dichlorobenzyl)-6-hydroxy-5-oxo-4,5-dihydrothieno[3,2-b]pyridine-7-carboxylic acid ClC=1C=C(CN2C3=C(C(=C(C2=O)O)C(=O)O)SC=C3)C=CC1Cl